N-(1-(3,4-dichlorophenyl)-2-(pyrrolidin-1-yl)ethyl)-4-(trifluoromethoxy)benzenesulfonamide ClC=1C=C(C=CC1Cl)C(CN1CCCC1)NS(=O)(=O)C1=CC=C(C=C1)OC(F)(F)F